O[C@@H](C(=O)N1CCN(CC1)C1=NC=C(C#N)C=C1)COC[C@H](C)OC=1C=NN(C(C1C(F)(F)F)=O)CC1=CC=C(C=C1)OC 6-(4-((R)-2-hydroxy-3-((S)-2-((1-(4-methoxybenzyl)-6-oxo-5-(trifluoromethyl)-1,6-dihydropyridazin-4-yl)oxy)propoxy)propanoyl)piperazin-1-yl)nicotinonitrile